3-(4-(1-benzyl-1H-pyrazol-3-yl)piperazin-1-yl)-6-(1-methyl-1H-pyrazol-4-yl)pyrazolo[1,5-a]pyridine C(C1=CC=CC=C1)N1N=C(C=C1)N1CCN(CC1)C=1C=NN2C1C=CC(=C2)C=2C=NN(C2)C